FC=1C=C(C=CC1)C#CC=1C=CC(=NC1)C1=NOC(=N1)[C@H]1NCC(C1)=C (S)-3-(5-((3-fluorophenyl)ethynyl)pyridin-2-yl)-5-(4-methylenepyrrolidin-2-yl)-1,2,4-oxadiazole